ClC1=NC=C(C(=N1)C1=CC(=NC=C1)N1C(OCCC1)=O)F 3-[4-(2-chloro-5-fluoro-pyrimidin-4-yl)-2-pyridyl]-1,3-oxazinan-2-one